5-Bromo-1,2,3-trichlorobenzene BrC=1C=C(C(=C(C1)Cl)Cl)Cl